(+-)-2-pentylcyclopentanone C(CCCC)[C@H]1C(CCC1)=O |r|